C(N)(OCCCCCCCCCCC)=O undecan-yl carbamate